1'-(4-(4-(aminomethyl)-1-oxo-1,2-dihydro-phthalazin-6-yl)-1-methyl-1H-pyrazol-5-yl)-4'-cyclopropylspiro[cyclopentane-1,3'-indolin]-2'-one hydrochloride Cl.NCC1=NNC(C2=CC=C(C=C12)C=1C=NN(C1N1C(C2(C3=C(C=CC=C13)C1CC1)CCCC2)=O)C)=O